ClC1=C(C=CC(=C1)C1=CC(=NC=C1F)Cl)[C@@H](C)NC(OC(C)(C)C)=O tert-butyl (R)-(1-(2-chloro-4-(2-chloro-5-fluoropyridin-4-yl)phenyl)ethyl)carbamate